C[Si](C#CC1CCOCC1)(C)C trimethyl(2-tetrahydropyran-4-ylethynyl)silane